C1(CC1)C(COC(C1=CC=CC=C1)=O)=O Benzoic acid (2-cyclopropyl-2-oxo-ethyl) ester